4-(4-(2,2-dibromoethenyl)-3-fluorophenyl)-3,6-dihydropyridine-1(2H)-carboxylic acid tert-butyl ester C(C)(C)(C)OC(=O)N1CCC(=CC1)C1=CC(=C(C=C1)C=C(Br)Br)F